C(C)(C)NCC isopropyl-ethyl-amine